C(CCC)C1(OC(C=2C(=C3C4=C(C(OC3=CC2CCCCC)(C)C)C=CC(=C4)C)O1)=O)CC(C)=O 2-butyl-8,8,11-trimethyl-2-(2-oxopropyl)-5-pentyl-4H,8H-benzo[c][1,3]dioxino[4,5-f]chromen-4-one